2-(2,6-dioxo-3-piperidyl)-5-[4-[[4-(4-piperidylmethyl)phenyl]methyl]-1-piperidyl]isoindoline-1,3-dione O=C1NC(CCC1N1C(C2=CC=C(C=C2C1=O)N1CCC(CC1)CC1=CC=C(C=C1)CC1CCNCC1)=O)=O